2-methoxy-4-morpholino-N-(5-(thiazol-5-yl)-1,3,4-oxadiazol-2-yl)benzamide COC1=C(C(=O)NC=2OC(=NN2)C2=CN=CS2)C=CC(=C1)N1CCOCC1